4,4'-((4-carbamoylpyridine-2,6-diyl)bis(1H-1,2,3-triazole-4,1-diyl))bis(2-hydroxybenzoic acid) C(N)(=O)C1=CC(=NC(=C1)C=1N=NN(C1)C1=CC(=C(C(=O)O)C=C1)O)C=1N=NN(C1)C1=CC(=C(C(=O)O)C=C1)O